CC1=C(C=C(C=C1)C=1C(=NC=CC1)C(=O)N)C1=CC2=C(N=C(N=C2)NC=2C=NN(C2)C)N2C1=NCC2 (4-methyl-3-(2-((1-methyl-1H-pyrazol-4-yl)amino)-8,9-dihydroimidazo[1',2':1,6]pyrido[2,3-d]pyrimidin-6-yl)phenyl)picolinamide